(3R,4R,5S,6R)-6-(hydroxymethyl)-3-((E)-(4-methoxybenzylidene)amino)tetrahydro-2H-pyran-2,4,5-triol OC[C@@H]1[C@H]([C@@H]([C@H](C(O1)O)/N=C/C1=CC=C(C=C1)OC)O)O